N5-(1-cyclopropyl-2,2,2-trifluoro-ethyl)-3-methyl-N7-(5-methylsulfonyl-2-pyridyl)imidazo[4,5-b]pyridine-5,7-diamine C1(CC1)C(C(F)(F)F)NC1=CC(=C2C(=N1)N(C=N2)C)NC2=NC=C(C=C2)S(=O)(=O)C